C1(CC1)COC=1C(=CC2=CN(N=C2C1)C1CCC(CC1)=O)NC(=O)C=1C=NN2C1N=CC=C2 N-(6-(cyclopropylmethoxy)-2-(4-oxocyclohexyl)-2H-indazol-5-yl)pyrazolo[1,5-a]pyrimidine-3-carboxamide